FC1=CC=C(C(=O)N2[C@@H](C=3N(CC2)C(=NC3N(S(=O)(=O)C)S(=O)(=O)C)C3=NC(=NS3)C)C)C=C1 (R)-N-(7-(4-fluorobenzoyl)-8-methyl-3-(3-methyl-1,2,4-thiadiazol-5-yl)-5,6,7,8-tetrahydroimidazo[1,5-a]pyrazin-1-yl)-N-(methylsulfonyl)methanesulfonamide